(2-FLUORO-5-([(3-METHYLPHENYL)SULFANYL]METHYL)PHENYL)BORANEDIOL FC1=C(C=C(C=C1)CSC1=CC(=CC=C1)C)B(O)O